(±)-2-exo-Hydroxy-1-methyl-4-isopropyl-7-oxabicyclo[2.2.1]heptan OC1C2(CCC(C1)(O2)C(C)C)C